C1(=CC=CC=C1)N(C1=CC(=C(C(=C1)C)C1=C(C(=NC(=C1C#N)C1=CC=CC=C1)C1=CC=CC=C1)C#N)C)C1=CC=CC=C1 4-(4-(diphenylamino)-2,6-dimethylphenyl)-2,6-diphenylpyridine-3,5-dicarbonitrile